ClC=1C=C2CC(CC2=CC1)NC=1C=CC(=NC1)C(C(F)(F)F)N1C(C2(CC1)CCN(CC2)CC2CC2)=O 2-(1-(5-((5-Chloro-2,3-dihydro-1H-inden-2-yl)amino)pyridin-2-yl)-2,2,2-trifluoroethyl)-8-(cyclopropylmethyl)-2,8-diazaspiro[4.5]decan-1-one